C(=O)(O)CC([C@@H]1[C@H]([C@H]([C@@](O1)(N1C(=S)NC(=O)C=C1)CN)O)O)O 5'-carboxymethyl-aminomethyl-2-thiouridine